4-(5-(Phenethylamino)pyridin-2-yl)piperazine-1-carboxylate C(CC1=CC=CC=C1)NC=1C=CC(=NC1)N1CCN(CC1)C(=O)[O-]